(2-(2,6-dioxopiperidin-3-yl)-3-oxoisoindolin-5-yl)methyl (5-chloro-2-fluorophenyl)carbamate ClC=1C=CC(=C(C1)NC(OCC=1C=C2C(N(CC2=CC1)C1C(NC(CC1)=O)=O)=O)=O)F